((1R,Z)-2-((4-amino-5-fluoro-2-oxopyrimidin-1(2H)-yl)methylene)-1-(((tetrahydro-2H-pyran-2-yl)oxy)methyl)cyclopropyl)methyl(tert-butoxycarbonyl)-L-valinate NC1=NC(N(C=C1F)\C=C\1/[C@@](C1)(COC1OCCCC1)[C@](N(C(=O)OC(C)(C)C)C)(C(C)C)C(=O)[O-])=O